1-(4-(4-AMINO-7-CYCLOPROPYL-7H-PYRROLO[2,3-D]PYRIMIDIN-5-YL)-2-METHOXYPHENYL)-3-(3-(1-(TRIFLUOROMETHYL)CYCLOPROPYL)ISOXAZOL-5-YL)UREA NC=1C2=C(N=CN1)N(C=C2C2=CC(=C(C=C2)NC(=O)NC2=CC(=NO2)C2(CC2)C(F)(F)F)OC)C2CC2